p-Menthen-2-one C1(C(CC(=CC1)C(C)C)=O)C